acetic acid [(2R,3R,4R,5R)-4-acetoxy-2-[2-(butylamino)-2-oxo-ethyl]-5-[2-(2-methylpropylamino)-6-oxo-1H-purin-9-yl] tetrahydrofuran-3-yl] ester C(C)(=O)O[C@@H]1[C@@H]([C@H](O[C@H]1N1C=2N=C(NC(C2N=C1)=O)NCC(C)C)CC(=O)NCCCC)OC(C)=O